(N-(4-amino-5-benzoyl-thiazol-2-yl)-3-fluoro-4-methoxy-anilino)propanamide NC=1N=C(SC1C(C1=CC=CC=C1)=O)N(C1=CC(=C(C=C1)OC)F)C(C(=O)N)C